2-(4-bromo-3-methylphenyl)-N-(thiazol-4-ylmethyl)propan-2-amine BrC1=C(C=C(C=C1)C(C)(C)NCC=1N=CSC1)C